[I-].C(#N)C1=[N+](C=CC=C1)CC1=CC=C(C=C1)Cl 2-cyano-1-(4-chlorobenzyl)pyridinium iodide